(5-Amino-4-fluoro-3-methyl-2-(trifluoromethyl)phenyl)boronic acid NC=1C(=C(C(=C(C1)B(O)O)C(F)(F)F)C)F